Methyl 5-amino-1-{2-[1-(cyclopropylmethyl)-1H-pyrrolo[2,3-b]pyridin-2-yl]-7-methoxy-1-methyl-1H-1,3-benzodiazole-5-carbonyl}piperidine-3-carboxylate NC1CC(CN(C1)C(=O)C1=CC2=C(N(C(=N2)C2=CC=3C(=NC=CC3)N2CC2CC2)C)C(=C1)OC)C(=O)OC